Cl.C(C)(C)C1=C(CN2N=CC(=C2)CN)C=CC=C1 (1-(2-isopropylbenzyl)-1H-pyrazol-4-yl)methylamine hydrochloride